CC1C(C1C=1C=NN(C1)C)C(=O)OC(C)(C)C (+/-)-trans-tert-butyl 2-methyl-3-(1-methylpyrazol-4-yl)cyclopropanecarboxylate